4-chloro-N-(3-fluoro-5-(phenylethynyl)pyridin-2-yl)-1-(1-(2-methylcyclopropane-1-carbonyl)piperidin-4-yl)-1H-pyrazole-5-carboxamide ClC=1C=NN(C1C(=O)NC1=NC=C(C=C1F)C#CC1=CC=CC=C1)C1CCN(CC1)C(=O)C1C(C1)C